ClC1=C(N)C=C(C=C1)C1(CC(C1)C)C1=NN=CN1C 2-Chloro-5-((1s,3s)-3-methyl-1-(4-methyl-4H-1,2,4-triazol-3-yl)cyclobutyl)aniline